C(CC)N1CCN(CC1)C1=CC=CC=2NC=NC21 4-(4-propylpiperazin-1-yl)-1H-benzo[d]Imidazole